IC1=CC=C(C=C1)C=C([2H])[2H] 1-iodo-4-(vinyl-d2)benzene